1,3,6,8-tetra-(formylphenyl)-pyrene C(=O)C1=C(C=CC=C1)C1=CC(=C2C=CC3=C(C=C(C4=CC=C1C2=C34)C3=C(C=CC=C3)C=O)C3=C(C=CC=C3)C=O)C3=C(C=CC=C3)C=O